COC(=O)C1=NC(=NO1)C1=C(C(=C(C(=C1)F)F)O)F 3-(2,4,5-trifluoro-3-hydroxyphenyl)-1,2,4-oxadiazole-5-carboxylic acid methyl ester